2-((2-(4-((1H-Indazol-5-yl)ethynyl)-[2,4'-bipyrimidin]-2'-yl)isoindolin-5-yl)oxy)-N,N-dimethylethanamine N1N=CC2=CC(=CC=C12)C#CC1=NC(=NC=C1)C1=NC(=NC=C1)N1CC2=CC=C(C=C2C1)OCCN(C)C